C(#N)C(C)(C)C=1C=CC=2N(C1)N=CC2C2=CC(=C(C(=O)N[C@H]1[C@H](C1)F)C(=C2)OC)OC 4-[6-(1-cyano-1-methyl-ethyl)pyrazolo[1,5-a]pyridin-3-yl]-N-[(1R,2S)-2-fluorocyclopropyl]-2,6-dimethoxy-benzamide